3-amino-5-hydrazinopyrazole 2,4,6-trinitro-phloroglucinol salt [N+](=O)([O-])C1=C(O)C(=C(C(=C1O)[N+](=O)[O-])O)[N+](=O)[O-].NC1=NNC(=C1)NN